N1(N=NC=C1)C1CCN(CC1)C(=O)OC(C)(C)C tert-butyl 4-(triazol-1-yl)piperidine-1-carboxylate